oxido-1-(2,2,2-trifluoroethyl)piperidin [O-]C1N(CCCC1)CC(F)(F)F